4-(4-isopropylbenzylidene)-2-(naphthalen-1-yl)oxazol-5(4H)-one C(C)(C)C1=CC=C(C=C2N=C(OC2=O)C2=CC=CC3=CC=CC=C23)C=C1